((1r,4r)-4-(2-methoxyethoxy)cyclohexyl)-5-(thiazol-5-yl)-1H-benzo[d]imidazole-7-carboxamide COCCOC1CCC(CC1)N1C=NC2=C1C(=CC(=C2)C2=CN=CS2)C(=O)N